BrC=1C=C(C=2N(C1)N=NN2)F 6-bromo-8-fluorotetrazolo[1,5-a]pyridine